C(CCC\C=C/CC)OC(CCC(=O)OCCCCCCN(CC(CCCCCC(=O)OCCCCCCCCC)O)CCCCO)OCCCC\C=C/CC nonyl 8-((6-((4,4-bis(((Z)-oct-5-en-1-yl)oxy)butanoyl)oxy)hexyl)(4-hydroxybutyl)amino)-7-hydroxyoctanoate